OC(C)(C)C1=NN2C(N(C(C(CC2)C2=NC(=NN2)C(=O)N)=O)C)=C1 (2-(1-hydroxy-1-methyl-ethyl)-4-methyl-5-oxo-7,8-dihydro-6H-pyrazolo[1,5-a][1,3]diazepin-6-yl)-1,2,4-triazole-3-carboxamide